(PHENYLTHIO)PYRIMIDINE-2,4(1H,3H)-DIONE C1(=CC=CC=C1)SN1C(NC(C=C1)=O)=O